C(C)(C)(C)C1N(CCN(C1)C1=C(C(=C(C=C1)NC1C(NC(CC1)=O)=O)OC)F)C(=O)O.C(C)(C)(C)OC(=O)N[C@@H](C(C)C)C(=O)O N-(t-butoxycarbonyl)valine tert-butyl-4-(4-((2,6-dioxopiperidin-3-yl)amino)-2-fluoro-3-methoxyphenyl)piperazine-1-carboxylate